2-(1-(cyclopropylsulfonyl)-1H-pyrazol-4-yl)-N-(4-isopropoxy-5-((1-methyl-1H-pyrazol-4-yl)ethynyl)pyridin-2-yl)pyrimidin-4-amine C1(CC1)S(=O)(=O)N1N=CC(=C1)C1=NC=CC(=N1)NC1=NC=C(C(=C1)OC(C)C)C#CC=1C=NN(C1)C